OC[C@@]12CCC[C@H]1[C@@H]1CC[C@@H]3CC(CC[C@]3(C)[C@H]1CC2)=O hydroxy-5β-androstan-3-one